C(C1=CC=CC=C1)N1C(C2=CC=CC=C2C2(C1=O)CCCCC2)=O 2'-benzyl-1'H-spiro[cyclohexane-1,4'-isoquinoline]-1',3'(2'H)-dione